O=S1(CCC2=C1C(=CC=C2)NC(=O)C=2C=NC(=CC2)C(F)(F)F)=O N-(1,1-di-oxo-2,3-dihydro-1λ6-benzothiophen-7-yl)-6-(trifluoromethyl)pyridine-3-carboxamide